N-((5-(2-((6-methoxy-2-methylquinazolin-4-yl)thio)acetyl)thiophen-2-yl)methyl)-2-morpholinoacetamide COC=1C=C2C(=NC(=NC2=CC1)C)SCC(=O)C1=CC=C(S1)CNC(CN1CCOCC1)=O